CC1=C(C(=CC=C1)C)C1=NC=2NS(C3=CC=CC(C(N[C@@H]4CN(C[C@H]4OC(=C1)N2)C2CC1(C2)CCCC1)=O)=C3)(=O)=O (3R,7R)-19-(2,6-dimethylphenyl)-5-{spiro[3.4]octan-2-yl}-2-oxa-15λ6-thia-5,8,16,18,21-pentaazatetracyclo[15.3.1.110,14.03,7]docosa-1(20),10(22),11,13,17(21),18-hexaene-9,15,15-trione